F[C@@H](C1(COC1)C=1C=C(C=CC1)N1C(C2=CC(=CC(=C2C1)C(F)(F)F)CN1[C@H](CN(CC1)C)C(C)C)=O)C=1N(C=C(N1)F)C 2-(3-(3-((S)-fluoro(4-fluoro-1-methyl-1H-imidazol-2-yl)methyl)-oxetan-3-yl)phenyl)-6-(((S)-2-isopropyl-4-methylpiperazin-1-yl)methyl)-4-(trifluoromethyl)-isoindolin-1-one